CO[Si](CCCC1C(OC(C1)=O)=O)(OC)OC dihydro-3-[3-(trimethoxysilyl)propyl]furan-2,5-dione